ethyl (S)-6-((2-((4-chloro-2-fluorobenzyl) oxy)-3-(trifluoromethyl)-5,8-dihydro-1,7-naphthyridin-7(6H)-yl) methyl)-7-(oxetan-2-ylmethyl)-7H-imidazo[4,5-c]pyridazine-3-carboxylate ClC1=CC(=C(COC2=NC=3CN(CCC3C=C2C(F)(F)F)CC2=NC3=C(N=NC(=C3)C(=O)OCC)N2C[C@H]2OCC2)C=C1)F